Cl.N[C@@H]1C[C@@H](CC1)C(=O)O (1r,3s)-3-aminocyclopentane-1-carboxylic acid hydrochloride